C(C1=CC=CC=C1)N1CC2(C1)CC(C2)OC(=O)N2[C@@H](CN(C[C@@H]2C)C2=NC=C(C=N2)C(F)(F)F)C (2r,6s)-2,6-dimethyl-4-[5-(trifluoromethyl)pyrimidin-2-yl]piperazine-1-carboxylic acid 2-benzyl-2-azaspiro[3.3]hept-6-yl ester